CC1(C(NC(CC1)=O)=O)N1C(C2=CC=CC(=C2C1=O)NCCOCCOCCOCC)=O 1-[2-(3-methyl-2,6-dioxopiperidin-3-yl)-1,3-dioxo-2,3-dihydro-1H-isoindol-4-yl]-4,7,10-trioxa-1-azadodecan